1,1-bis(4-hydroxycyclohexyl)ethane tert-butyl-((1-hydroxy-6-nitro-1,3-dihydrobenzo[c][1,2]oxaborol-5-yl)methyl)carbamate C(C)(C)(C)N(C(O)=O)CC1=CC2=C(B(OC2)O)C=C1[N+](=O)[O-].OC1CCC(CC1)C(C)C1CCC(CC1)O